(E)-3-(3,4-dimethoxyphenyl)-1-(3-nitrophenyl)prop-2-en-1-one COC=1C=C(C=CC1OC)/C=C/C(=O)C1=CC(=CC=C1)[N+](=O)[O-]